phosphoric acid, dipropyl oxiranylmethyl ester P(OCCC)(OCCC)(OCC1OC1)=O